3-Methoxy-5-methylpyrazin-2-amine COC=1C(=NC=C(N1)C)N